3-[4-[[4-(2-Hydroxyethoxy)phenyl]-phenylmethyl]phenyl]-1-phenylprop-2-en-1-one OCCOC1=CC=C(C=C1)C(C1=CC=C(C=C1)C=CC(=O)C1=CC=CC=C1)C1=CC=CC=C1